O1[C@@H](COCC1)CNC(=O)C1=C(C2=C(CC3(C4=CN(N=C24)CC2=NC=C(C=C2)C)CCC3)O1)C(F)(F)F N-[(2R)-1,4-dioxan-2-ylmethyl]-2'-[(5-methylpyridin-2-yl)methyl]-8'-(trifluoromethyl)-2',5'-dihydrospiro[cyclobutane-1,4'-furo[2,3-g]indazole]-7'-carboxamide